1-(4-chlorophenyl)-3-[3-(pyrrolidin-1-yl)phenyl]Urea ClC1=CC=C(C=C1)NC(=O)NC1=CC(=CC=C1)N1CCCC1